C(C)OC(=O)C1C(N(CC1=O)C(C)(C)C)=O (tert-butyl)-2,4-dioxopyrrolidine-3-carboxylic acid ethyl ester